(difluoromethyl)-N-{[4-(1-methyl-1H-pyrazol-5-yl)-2,5-dioxoimidazolidin-4-yl]methyl}-4'-(trifluoromethyl)[biphenyl]-2-carboxamide FC(F)C1=C(C(=CC=C1)C1=CC=C(C=C1)C(F)(F)F)C(=O)NCC1(NC(NC1=O)=O)C1=CC=NN1C